Cl.NC(C(=O)N1CC(N(CC1)C(=O)NC1=NC(N(C=C1)C1=CC=C(C=C1)CN1CCC(CC1)N)=O)(C)C)(C)C 4-(2-Amino-2-methylpropanoyl)-N-(1-(4-((4-aminopiperidin-1-yl)methyl)phenyl)-2-oxo-1,2-dihydropyrimidin-4-yl)-2,2-dimethylpiperazine-1-carboxamide hydrochloride salt